2,7-dichloro-4-((3S)-3-methyl-3-hydroxypiperidinyl)-8-fluoropyrido[4,3-d]pyrimidine ClC=1N=C(C2=C(N1)C(=C(N=C2)Cl)F)N2C[C@](CCC2)(O)C